5-(diphenylamino)-7,7-dimethyl-7H-benzo[c]fluoren-10-ol C1(=CC=CC=C1)N(C1=CC=2C(C=3C=CC(=CC3C2C2=C1C=CC=C2)O)(C)C)C2=CC=CC=C2